(3s,4s)-4-amino-1-(5-(7-(1-methyl-1H-pyrazol-4-yl)-1,6-naphthyridin-5-yl)pyridin-2-yl)piperidin-3-ol N[C@@H]1[C@H](CN(CC1)C1=NC=C(C=C1)C1=C2C=CC=NC2=CC(=N1)C=1C=NN(C1)C)O